FC(C=1C=CC2=C(SC(=C2)CN2CCCC23CCN(CC3)C(=O)N3N=C(C=C3)C(=O)O)C1)(F)F 1-(1-((6-(trifluoromethyl)-benzo[b]thiophen-2-yl)methyl)-1,8-diazaspiro[4.5]-decane-8-carbonyl)-1H-pyrazole-3-carboxylic acid